C[C@H]1CC[C@@H](NC1)C=1C=CC2=C(N=C(S2)C2CC(N(CC2)C)(C)C)C1 5-((2R,5S)-5-methylpiperidin-2-yl)-2-(1,2,2-trimethylpiperidin-4-yl)benzo[d]thiazole